C1(CCCC1)N1[C@@H](C(N(C=2C=NC(=NC12)NC1=C(C=C(C(=O)NC2CC3(C2)CCN(CC3)C(=O)OC(C)(C)C)C=C1)OC)C)=O)CC tert-butyl 2-[[4-[[(7R)-8-cyclopentyl-7-ethyl-5-methyl-6-oxo-7H-pteridin-2-yl]amino]-3-methoxy-benzoyl]amino]-7-azaspiro[3.5]nonane-7-carboxylate